(S)-1-(6-ethoxy-5-methoxypyridin-2-yl)-2-(methylsulfonyl)ethylamine C(C)OC1=C(C=CC(=N1)[C@@H](CS(=O)(=O)C)N)OC